CN(C=1C=NN(C1)C(=O)OC(C)(C)C)C tert-butyl 4-(dimethylamino)-1H-pyrazole-1-carboxylate